ClC=1C=C(C=CC1)[C@@H]1NC(C[C@H]1NC(OCC1=C(C=C(C=C1)OC)OC)=O)=O trans-2,4-dimethoxybenzyl (2-(3-chlorophenyl)-5-oxopyrrolidin-3-yl)carbamate